2-chloro-N-cyclopentyl-benzamide ClC1=C(C(=O)NC2CCCC2)C=CC=C1